γ-Carboxy-DL-glutamic acid C(=O)(O)C(C[C@H](N)C(=O)O)C(=O)O |r|